O1[C@H](COCC1)CN1N=C2C3=C(CCC2=C1)OC(=C3C)C(=O)NC[C@H]3OCCC3 2-[(2S)-1,4-Dioxan-2-ylmethyl]-8-methyl-N-[(2S)-tetrahydrofuran-2-ylmethyl]-4,5-dihydro-2H-furo[2,3-g]indazol-7-carboxamid